N-[4-[(E)-2-[3-tert-butyl-5-(2,4-dioxopyrimidin-1-yl)-2-methoxyphenyl]ethenyl]phenyl]methanesulfonamide C(C)(C)(C)C=1C(=C(C=C(C1)N1C(NC(C=C1)=O)=O)/C=C/C1=CC=C(C=C1)NS(=O)(=O)C)OC